TARTRAT C(=O)([O-])C(O)C(O)C(=O)[O-]